CC(CC(=O)O)(C(=O)O)O The molecule is a 2-hydroxydicarboxylic acid that is malic acid (hydroxysuccinic acid) in which the hydrogen at position 2 is substituted by a methyl group. It has a role as a human metabolite, a plant metabolite and an algal metabolite. It is a 2-hydroxydicarboxylic acid and a 3-hydroxy carboxylic acid. It derives from a succinic acid. It is a conjugate acid of a citramalate(2-).